SC([C@@H]1[C@H](C[C@@H](O1)N1C(=O)NC(=O)C(C)=C1)O)O 5'-mercapto-deoxyThymidine